1-[2-cyano-4-(trifluoromethyl)phenyl]-4-[6-(2-cyclopropyloxyphenyl)pyridin-3-yl]-N-[(3R)-1-methylpyrrolidin-3-yl]piperidine-4-carboxamide C(#N)C1=C(C=CC(=C1)C(F)(F)F)N1CCC(CC1)(C(=O)N[C@H]1CN(CC1)C)C=1C=NC(=CC1)C1=C(C=CC=C1)OC1CC1